BrC=1C=CC(=NC1)[C@@H](C)OCC(=O)O (R)-2-(1-(5-bromopyridin-2-yl)ethoxy)acetic acid